5H-dithieno[3,2-B:2',3'-D]pyran-5-one S1C=CC=2OC(C3=C(C21)SC=C3)=O